(1S,3S,5S)-N-((7-((2,4-dimethoxybenzyl)amino)thieno[2,3-c]pyridin-2-yl)methyl)-5-methyl-2-((4-phenoxybenzoyl)glycyl)-2-azabicyclo[3.1.0]hexane-3-carboxamide COC1=C(CNC=2N=CC=C3C2SC(=C3)CNC(=O)[C@H]3N([C@H]2C[C@]2(C3)C)C(CNC(C3=CC=C(C=C3)OC3=CC=CC=C3)=O)=O)C=CC(=C1)OC